(4-aminophenoxy)thietane 1,1-dioxide NC1=CC=C(OC2S(CC2)(=O)=O)C=C1